di-tert-butyl(2',4',6'-triisopropyl-[1,1'-biphenyl]-2-yl)phosphane C(C)(C)(C)P(C1=C(C=CC=C1)C1=C(C=C(C=C1C(C)C)C(C)C)C(C)C)C(C)(C)C